C(C)(C)(C)OC(=O)N1[C@@H](C[C@H](C1)F)C=1SC=C(N1)C(C1=CC=C(C=C1)F)=O (2S,4R)-4-fluoro-2-(4-(4-fluorobenzoyl)thiazol-2-yl)pyrrolidine-1-carboxylic acid tert-butyl ester